N[C@@H](CC(=O)O)C(N)=O isoasparagine